N-isobutyl-6-methyl-2-phenyl-7-tosyl-7H-pyrrolo[2,3-d]pyrimidin-4-amine C(C(C)C)NC=1C2=C(N=C(N1)C1=CC=CC=C1)N(C(=C2)C)S(=O)(=O)C2=CC=C(C)C=C2